FC1=CC=C(C=C1)N1C(=C(C2=C1C=C1C(=NN(C1=C2)C(C(C)(C)C)=O)C)C=2C=NC(=CC2)S(=O)(=O)C)C(COC)(C)C 1-(5-(4-fluorophenyl)-6-(1-methoxy-2-methylpropan-2-yl)-3-methyl-7-(6-(methylsulfonyl)pyridin-3-yl)pyrrolo[2,3-f]indazol-1(5H)-yl)-2,2-dimethylpropan-1-one